C(C)C1N(CCC1)CCOCC Ethylethoxyethylpyrrolidine